N-(3α-hydroxyl-4β-fluoro-6α-ethyl-7α-trimethylsiloxy-5β-cholan-24-yl)-cyclopropyl-sulfonamide O[C@H]1[C@@H]([C@H]2[C@H]([C@H]([C@H]3[C@@H]4CC[C@H]([C@@H](CCCNS(=O)(=O)C5CC5)C)[C@]4(CC[C@@H]3[C@]2(CC1)C)C)O[Si](C)(C)C)CC)F